3,4-dimethoxyphenylacetylpyrrolidineacetic acid COC=1C=C(C=CC1OC)CC(=O)C1N(CCC1)CC(=O)O